C(C)N(C1CCOCC1)CCN1CCN(CC1)C1=NN(C(=C1)C)C1=CC=C(C=C1)OC(F)(F)F N-ethyl-N-[2-[4-[5-methyl-1-[4-(trifluoromethoxy)phenyl]pyrazol-3-yl]piperazin-1-yl]ethyl]tetrahydropyran-4-amine